tert-Butyl (S)-4-(7-(5-cyano-1-methyl-1H-pyrazol-3-yl)-5-cyclopropyl-7H-pyrrolo[2,3-d]pyrimidin-4-yl)-3-methylpiperazine-1-carboxylate C(#N)C1=CC(=NN1C)N1C=C(C2=C1N=CN=C2N2[C@H](CN(CC2)C(=O)OC(C)(C)C)C)C2CC2